2-((4-(2-chloro-4-fluorophenyl)-1-oxo-1,2-dihydroisoquinolin-7-yl)oxy)acetonitrile ClC1=C(C=CC(=C1)F)C1=CNC(C2=CC(=CC=C12)OCC#N)=O